BrC=1N=NC=C(N1)C1CC1 3-bromo-5-cyclopropyl-1,2,4-triazine